C(C)N1N=CC(=C1)NC=1N=C(C2=C(N1)NC=C2F)O[C@@H]2C[C@@H](N(C2)C(C=C)=O)C 1-((2S,4R)-4-((2-((1-Ethyl-1H-pyrazol-4-yl)amino)-5-fluoro-7H-pyrrolo[2,3-d]pyrimidin-4-yl)oxy)-2-methylpyrrolidin-1-yl)prop-2-en-1-one